2-(2-chlorophenyl)propan-2-amine ClC1=C(C=CC=C1)C(C)(C)N